C(=O)O.FC(OC1=C(C=CC(=C1)C(F)(F)F)C=1N=NC(=C2C1N=CC=C2)N[C@H]2CN(CCC2)C)F 8-[2-(difluoromethoxy)-4-(trifluoromethyl)phenyl]-N-[(3R)-1-methylpiperidin-3-yl]pyrido[2,3-d]pyridazin-5-amine formate